C1(CCCCC1)CC1(N(CCN(C1)C1=CC(=C(C=C1)F)F)C(=O)C1=CC(NC2=CC=CC=C12)=O)C(=O)N (cyclohexylmethyl)-4-(3,4-difluorophenyl)-1-(2-oxo-1,2-dihydroquinoline-4-carbonyl)piperazine-2-carboxamide